F[C@@H]1C[C@H](N(C1)C(CC1=CC(=NN1)C)=O)C(=O)N[C@H](C1=CC=C(C=C1)C(C)C)C1=CC=CC=C1 (2S,4R)-4-fluoro-1-[2-(3-methyl-1H-pyrazol-5-yl)acetyl]-N-[(S)-phenyl[4-(propan-2-yl)phenyl]methyl]pyrrolidine-2-carboxamide